N,N'-diphenylethylperylenetetracarboxylic acid diimide C1(=CC=CC=C1)N=C(O)C1=C(C(=C2C(=C(C=C3C4=CC=CC5=CC=CC(C1=C23)=C45)CC)C(=O)O)C(=O)O)C(O)=NC4=CC=CC=C4